FC1=C(C=CC(=C1)F)C1=CC=C2C=NC(N3C2=C1SCC(C3)OC)=O 11-(2,4-difluorophenyl)-3-methoxy-3,4-dihydro-2H,6H-[1,4]thiazepino[2,3,4-ij]quinazolin-6-one